methyl 4-bromobenzoate HCl salt Cl.BrC1=CC=C(C(=O)OC)C=C1